F[C@@]1([C@H](O)[C@H](O)[C@@H](C(O)[Si](C)(C)C(C)(C)C)O1)N1C(=O)NC(=O)C=C1 fluoro-5'-tert-butyldimethylsilyluridine